O1CC[C@@H](C2=CC=CC=C12)NC(=O)C1=CC2=C(N=C(S2)C2CNCC2)C=C1 N-((S)-chroman-4-yl)-2-(pyrrolidin-3-yl)-benzo[d]thiazole-6-carboxamide